OCCOCCNC(OC(C)(C)C)=O tertbutyl (2-(2-hydroxyethoxy)ethyl)carbamate